FCC(=CCC/C(=C/CC/C(=C/CC[C@]1(OC2=C(C(=C(C(=C2CC1)C)O)C)C)C)/C)/C)C (R)-2-((3E,7E)-13-fluoro-4,8,12-trimethyltridecan-3,7,11-trien-1-yl)-2,5,7,8-tetramethylchroman-6-ol